C(C)OCC1(CCN(CC1)C1(CCCCC1)C=1C=CC(=NC1)C)CCC1=CC=CC=C1 5-(1-(4-(ethoxymethyl)-4-phenethylpiperidin-1-yl)cyclohexyl)-2-methylpyridine